CN(C)CCN1N=NC(=C1)CS(=O)C1=CC=C(C=C1)O 1-[2-(N,N-dimethylamino)ethyl]-4-[(4-hydroxyphenyl)sulfinylmethyl]-1H-1,2,3-triazole